FC1=C(C(=CC(=C1)NC1CN(C1)CCCF)F)[C@H]1N([C@@H](CC2=C1NC1=CC(=CC=C21)F)C)C[C@](CO)(C)F (S)-3-((1R,3R)-1-(2,6-difluoro-4-((1-(3-fluoropropyl)azetidin-3-yl)amino)phenyl)-7-fluoro-3-methyl-3,4-dihydro-1H-pyrido[3,4-b]indol-2(9H)-yl)-2-fluoro-2-methylpropan-1-ol